BrC=1C(=C2C(=NN(C(C2=CC1)=O)CC(=O)OC)Cl)OC methyl 2-(6-bromo-4-chloro-5-methoxy-1-oxophthalazin-2(1H)-yl)acetate